tert-butyl 4-(3-(2,6-dioxopiperidin-3-yl)-1-methyl-1H-indazol-6-yl)-3,3-dimethylpiperazine-1-carboxylate O=C1NC(CCC1C1=NN(C2=CC(=CC=C12)N1C(CN(CC1)C(=O)OC(C)(C)C)(C)C)C)=O